4-aminophenyl-thiophenol NC1=CC=C(C=C1)C1=C(C=CC=C1)S